BrC=1C=2N(C=C(C1)OCC#C)N=CC2C#N 4-bromo-6-(prop-2-yne-1-yloxy)pyrazolo[1,5-a]Pyridine-3-carbonitrile